Natrium monochromat [Cr](=O)(=O)([O-])[O-].[Na+].[Na+]